P(O)(=O)(OP(=O)(O)OP(=O)(O)O)OC[C@@H]1[C@H]([C@H]([C@@H](O1)N1C=NC=2C(N)=NC(=NC12)N)O)O.FC1=C(C=C(C=C1)C(F)(F)F)[N+](=O)[O-] 1-Fluoro-2-nitro-4-(trifluoromethyl)benzene 2-aminoadenosine-5'-triphosphate